C(C)OC[C@H](C(=O)[O-])N1CCN(CC1)C.[Li+] Lithium (R)-3-ethoxy-2-(4-methylpiperazin-1-yl)propanoate